ClC1=NC=C(C(=N1)NC1=C(C=CC=C1)NC(C)=O)Cl N-(2-((2,5-dichloropyrimidin-4-yl)amino)phenyl)acetamide